7-chloro-N-((S)-1-(((S)-1-cyano-2-((S)-2-oxopiperidin-3-yl)ethyl)amino)-3-cyclopropyl-1-oxopropan-2-yl)-1H-indole-2-carboxamide, hydrate O.ClC=1C=CC=C2C=C(NC12)C(=O)N[C@H](C(=O)N[C@@H](C[C@H]1C(NCCC1)=O)C#N)CC1CC1